1-((3R,4S)-3-fluoro-4-((5-(4-fluoro-1-(2-fluoroethyl)-2-methyl-1H-benzo[d]imidazol-6-yl)-4-methoxypyrrolo[2,1-f][1,2,4]triazin-2-yl)amino)piperidin-1-yl)ethan-1-one-2,2,2-d3 F[C@@H]1CN(CC[C@@H]1NC1=NN2C(C(=N1)OC)=C(C=C2)C=2C=C(C1=C(N(C(=N1)C)CCF)C2)F)C(C([2H])([2H])[2H])=O